3-(6-(4-(3-(((3s,5s,7s)-adamantan-1-yl)amino)propyl)piperazin-1-yl)-2-methyl-4-oxoquinazolin-3(4H)-yl)piperidine-2,6-dione C12(CC3CC(CC(C1)C3)C2)NCCCN2CCN(CC2)C=2C=C3C(N(C(=NC3=CC2)C)C2C(NC(CC2)=O)=O)=O